C(C)C=1C2=C(S(C1C#CC)=O)C(=CC=C2)NC2C(CN(CC2)C)F 3-(3-ethyl-7-((3-fluoro-1-methylpiperidin-4-yl)amino)-1-oxidobenzo[b]thiophen-2-yl)prop-2-yn